C1(=CC=CC=C1)SCCCCCCCCCCCO 11-(phenylsulfanyl)undecan-1-ol